NC=1N=C(C2=CC=CC=C2C1)C1CCC=2C(=NC=NC2C1)N1CCN(CC1)C(C=C)=O 1-(4-(7-(3-aminoisoquinolin-1-yl)-5,6,7,8-tetrahydroquinazolin-4-yl)piperazin-1-yl)prop-2-en-1-one